O[C@H]1C[C@H](CC1)C=1C=C(N(N1)C(C)(C)C)NC1N(C(C2=CC=CC=C12)=O)CC1=CC=C(C=C1)OC ({5-[(1S,3R)-3-hydroxycyclopentyl]-2-(2-methylpropan-2-yl)pyrazol-3-yl}amino)-2-[(4-methoxyphenyl)methyl]-2,3-dihydro-1H-isoindol-1-one